NC(CCCCCCC(=O)O)C(=O)O amino-1,7-heptanedicarboxylic acid